C(C1=CC=CC=C1)N1C(=CC=C1)C(=O)NC=1SC=C(N1)C(C)(C)C 1-benzyl-N-(4-(tert-butyl)thiazol-2-yl)-1H-pyrrole-2-carboxamide